C(C)N1C(C(C2=CC(=CC=C12)OC)=O)=O 1-Ethyl-5-methoxyindole-2,3-dione